stearoyl-alanine C(CCCCCCCCCCCCCCCCC)(=O)N[C@@H](C)C(=O)O